N-(3-cyano-3-methylcyclobutylidene)-2-methylpropane-2-sulfinamide C(#N)C1(CC(C1)=NS(=O)C(C)(C)C)C